C(C)C=1N2C=3C=NC4=CC=CC=C4C3NC2=NN1 12-ethyl-8,11,13,14,16-pentaazatetracyclo-[8.6.0.02,7.011,15]Hexadec-1(10),2,4,6,8,12,14-heptaene